(6-((2-(aminomethyl)-3-fluoroallyl)oxy)-benzo[d]oxazol-2-yl)amino-N-methyl-3-phenyl-propanamide 4-methylbenzene-sulfonate CC1=CC=C(C=C1)S(=O)(=O)O.NCC(COC1=CC2=C(N=C(O2)NC(C(=O)NC)CC2=CC=CC=C2)C=C1)=CF